tert-Butyl 6-[(1S)-1-aminoethyl]-2-azaspiro[3.3]heptane-2-carboxylate N[C@@H](C)C1CC2(CN(C2)C(=O)OC(C)(C)C)C1